[Cl-].ClS(=O)(=O)C[N+]1(CCCC1)C 1-((chlorosulfonyl)methyl)-1-methylpyrrolidin-1-ium chloride